C[C@H]1CNCCO1 (S)-2-methyl-morpholine